ClC1=CC(=C(C=C1)[C@@]1(OC2=C(O1)C=CC=C2C=2CC=NCC2)C)F 4-((S)-2-(4-chloro-2-fluorophenyl)-2-methylbenzo[d][1,3]dioxol-4-yl)-3,6-dihydropyridine